NCCOC(C(C(C)C)NC(=O)OC(C)(C)C)=O 2-((tert-butoxycarbonyl)amino)-3-methylbutyric acid 2-aminoethyl ester